2-[2,6-dimethyl-4-(trifluoromethyl)phenyl]hydrazine CC1=C(C(=CC(=C1)C(F)(F)F)C)NN